CC(C(O)OC)(C)O 2-methyl-methoxy-1,2-propanediol